FC1(CC(=CC(=C1C#N)OC)C1=CC=CC=C1)O 3-Fluoro-3-hydroxy-5-methoxy-[1,1-biphenyl]-4-carbonitrile